O[C@H](CNC(OC(C)(C)C)=O)C tert-butyl ((S)-2-hydroxypropyl)carbamate